ClC=1N(C(=C(N1)C1=CC=C(C=C1)Cl)C1=CC(=NC=C1)C(F)F)CC(=O)O 2-[2-chloro-4-(4-chlorophenyl)-5-[2-(difluoromethyl)-4-pyridyl]Imidazol-1-yl]Acetic acid